N-[1,3-dimethyl-1-(2-methylallyl)but-3-enyl]-8-fluoro-quinoline-3-carboxamide CC(CC(=C)C)(CC(=C)C)NC(=O)C=1C=NC2=C(C=CC=C2C1)F